(Z)-4-((5-fluoro-2-methyl-3-((2-(oxazol-5-yl)acetamido)methyl)-1H-inden-1-ylidene)methyl)-2,6-dimethoxyphenyl [1,4'-bipiperidine]-1'-carboxylate N1(CCCCC1)C1CCN(CC1)C(=O)OC1=C(C=C(C=C1OC)\C=C/1\C(=C(C2=CC(=CC=C12)F)CNC(CC1=CN=CO1)=O)C)OC